5-(4-((2,4-dioxo-2,3,4,7-tetrahydro-1H-pyrrolo[2,3-d]pyrimidin-6-yl)methyl)piperazin-1-yl)-N-methylpicolinamide O=C1NC(C2=C(N1)NC(=C2)CN2CCN(CC2)C=2C=CC(=NC2)C(=O)NC)=O